F[C@H]1C[C@H](N2N=C(N=C21)S(=O)CC2=NC=CC=C2)C2=CC=CC=C2 (5S,7S)-7-Fluoro-5-phenyl-2-(2-pyridylmethylsulfinyl)-6,7-dihydro-5H-pyrrolo[1,2-b][1,2,4]triazol